ClC=1C(=C(CN2[C@@H](C[C@@](CC2)(C(=O)O)CC2=NC(=C(C(=C2C)C)C)NC2=NNC(=C2)C)C)C=CC1)F (2R,4R)-1-(3-chloro-2-fluorobenzyl)-2-methyl-4-((3,4,5-trimeth-yl-6-((5-methyl-1H-pyrazol-3-yl)-amino)pyridin-2-yl)methyl)piperidine-4-carboxylic acid